3,3',3''-((nitrilotris(methylene))tris(oxazole-2,4-diyl))tris(2-(pyrrolidin-3-yl)propanoic acid) N(CC=1OC=C(N1)CC(C(=O)O)C1CNCC1)(CC=1OC=C(N1)CC(C(=O)O)C1CNCC1)CC=1OC=C(N1)CC(C(=O)O)C1CNCC1